C(C)(C)(C)OC(=O)N1C(CC2(CC1)OCCC1=C2SC(=C1)Br)C 2-bromo-2'-methyl-spiro[4,5-dihydrothieno[2,3-c]pyran-7,4'-piperidine]-1'-carboxylic acid tert-butyl ester